C1(CC1)N1N=NC(=C1)[C@H](C1=C2C=CN=C(C2=CC=C1)OC)NC=1C=C2C(=C(C=NC2=C(C1)C#N)C#N)NCC(C)(C)C (S)-6-(((1-cyclopropyl-1H-1,2,3-triazol-4-yl)(1-methoxyisoquinolin-5-yl)methyl)amino)-4-(neopentylamino)quinoline-3,8-dicarbonitrile